FC1(CN(C1)C(=O)C=1N=C(C2=C(N1)OC(=C2)C)NC2(CC2)C)C2=CC=CC=C2 (3-fluoro-3-phenylazetidine-1-carbonyl)-6-methyl-N-(1-methylcyclopropyl)furo[2,3-d]pyrimidin-4-amine